4-((4-(2-Cyclopropyloxazol-4-yl)pyridin-2-yl)((4-(4-methoxy-3-methylphenyl)bicyclo[2.2.2]octan-1-yl)methyl)carbamoyl)cyclohexyl-3-hydroxyazetidine C1(CC1)C=1OC=C(N1)C1=CC(=NC=C1)N(C(=O)C1CCC(CC1)N1CC(C1)O)CC12CCC(CC1)(CC2)C2=CC(=C(C=C2)OC)C